O=C1C(CCCO1)C1CCCCC1 (E)-2-keto-3-oxabicyclohexane